((3-(1-(4-chlorophenyl)-3-(4-methylbenzyl)-2,5-dioxoimidazolin-4-yl)propanamido)methyl)-N-hydroxybenzamide ClC1=CC=C(C=C1)N1C(N(C(C1=O)CCC(=O)NCC1=C(C(=O)NO)C=CC=C1)CC1=CC=C(C=C1)C)=O